NC1=C(C(=NN1CC1CC1)SC)C(=O)OCC ethyl 5-amino-1-(cyclopropylmethyl)-3-(methylsulfanyl)-1H-pyrazole-4-carboxylate